(E)-N-(5-Chloro-2-(3-chloro-4-hydroxy-2-methylbenzoyl)isoindolin-4-yl)-4-(dimethylamino)but-2-enamide ClC=1C(=C2CN(CC2=CC1)C(C1=C(C(=C(C=C1)O)Cl)C)=O)NC(\C=C\CN(C)C)=O